6-(2-((E)-3-(6-aminopyridin-3-yl)acrylamido)ethyl)-3-azabicyclo[3.1.0]hexan-3-carboxylat NC1=CC=C(C=N1)/C=C/C(=O)NCCC1C2CN(CC12)C(=O)[O-]